2-(4,5-difluoro-1H-indol-3-yl)-N,N-diethylethan-1-amine fumarate C(\C=C\C(=O)O)(=O)O.FC1=C2C(=CNC2=CC=C1F)CCN(CC)CC